ClC=1C(=CNC(C1)=O)C(=O)N1C(CN(CC1)C(C(=O)NC1=NC=C(C=C1)OC1=CC=C(C=C1)F)C)(C)C 2-(4-(4-chloro-6-oxo-1,6-dihydropyridine-3-carbonyl)-3,3-dimethylpiperazin-1-yl)-N-(5-(4-fluorophenoxy)pyridin-2-yl)propanamide